(S)-6-Chloro-5-fluoro-1'-(1-(4-((2-oxopyridin-1(2H)-yl)methyl)benzyl)-3-(trifluoromethyl)-1H-pyrazole-4-carbonyl)spiro[benzo[d][1,3]oxazine-4,3'-pyrrolidin]-2(1H)-one ClC1=C(C2=C(NC(O[C@]23CN(CC3)C(=O)C=3C(=NN(C3)CC3=CC=C(C=C3)CN3C(C=CC=C3)=O)C(F)(F)F)=O)C=C1)F